4-oxo-2,3,4,5-tetrahydropyridine O=C1CCN=CC1